(4R)-azido-L-prolinamide N(=[N+]=[N-])N1[C@@H](CCC1)C(=O)N